tert-butyl (S)-3-(6-(2-cyano-3,6-difluorophenoxy)cinnolin-3-yl)-1-oxa-8-azaspiro[4.5]decane-8-carboxylate C(#N)C1=C(OC=2C=C3C=C(N=NC3=CC2)[C@H]2COC3(C2)CCN(CC3)C(=O)OC(C)(C)C)C(=CC=C1F)F